COC=1C(=NC=CC1C1=NC=NS1)N 3-methoxy-4-(1,2,4-thiadiazol-5-yl)pyridin-2-amine